diethylbenzyl-3-(methyldimethoxysilyl)propylammonium chloride [Cl-].C(C)[N+](CCC[Si](OC)(OC)C)(CC1=CC=CC=C1)CC